(S)-3-(1-acryloylpyrrolidin-3-yl)-7-amino-1-(4-(4-fluorophenoxy)phenyl)-1,5-dihydro-4H-pyrazolo[3,4-d]pyridazin-4-one C(C=C)(=O)N1C[C@H](CC1)C1=NN(C=2C(=NNC(C21)=O)N)C2=CC=C(C=C2)OC2=CC=C(C=C2)F